8-cyano-N-(cyclohexylmethyl)-4-oxo-4H-chromene-2-carboxamide C(#N)C=1C=CC=C2C(C=C(OC12)C(=O)NCC1CCCCC1)=O